C(C1=CC=CC=C1)NC(C1=CC=C(C=C1)C1=NC=CC2=C1C=CO2)=O N-benzyl-4-(furo[3,2-c]pyridin-4-yl)benzamide